O.CS(=O)(=O)O methanesulfonate hydrate